N-(4-(4-amino-7-(piperidin-4-yl)pyrrolo[2,1-f][1,2,4]triazin-5-yl)phenyl)-1-(2-hydroxypropyl)-2,4-dioxo-3-phenyl-1,2,3,4-tetrahydropyrimidine-5-carboxamide NC1=NC=NN2C1=C(C=C2C2CCNCC2)C2=CC=C(C=C2)NC(=O)C=2C(N(C(N(C2)CC(C)O)=O)C2=CC=CC=C2)=O